C(C)(C)[C@@]1(NC(NC1=O)=O)CNC(=O)C=1C(=CC(=CC1)C)C1=CC=C(C=C1)C(F)(F)F |r| rac-N-[(4-isopropyl-2,5-dioxoimidazolidin-4-yl)methyl]-5-methyl-4'-(trifluoromethyl)[biphenyl]-2-carboxamide